BrC1=C(N=C2C=3C=C(C=NC3C=CN21)C=2C=NN(C2)[C@@H]2CN(CC2)C(=O)OC(C)(C)C)C2=C(C=CC=C2F)Cl tert-Butyl (S)-3-(4-(3-bromo-2-(2-chloro-6-fluorophenyl)imidazo[2,1-f][1,6]naphthyridin-9-yl)-1H-pyrazol-1-yl)pyrrolidine-1-carboxylate